4,4'-[carbonylbis(oxymethylene)]bis[1,3-dioxolan-2-one] C(=O)(OCC1OC(OC1)=O)OCC1OC(OC1)=O